[5-[[4-methyl-6-(methylamino)pyrimidin-2-yl]amino]-2,3-dihydro-benzo-furan-7-yl]-3,6-dihydro-2H-pyridine-1-carboxylic acid tert-butyl ester C(C)(C)(C)OC(=O)N1C(CC=CC1)C1=CC(=CC=2CCOC21)NC2=NC(=CC(=N2)C)NC